FC(OC1=C(C=CC(=C1)F)C1=NC=CC2=C1CN(C2=O)C2=CC=C(C=N2)C#N)F 6-{4-[2-(difluoromethoxy)-4-fluorophenyl]-1-oxo-1,3-dihydro-2H-pyrrolo[3,4-c]pyridin-2-yl}pyridine-3-carbonitrile